C(OCC(F)F)(OC)=O (2,2-difluoroethyl) (methyl) carbonate